chloro-salicylaldehyde ClOC=1C(C=O)=CC=CC1